C1(=CC=CC=C1)[C@H]1CCC2=NC3=C(N21)C=C(C=C3)C=3C=CC(=NC3)CO |o1:6| [5-[(1R or S)-1-phenyl-2,3-dihydro-pyrrolo[1,2-a]benzimidazol-7-yl]-2-pyridinyl]methanol